The molecule is a branched amino nonasaccharide comprising a linear heptasaccharide chain consisting of N-acetylalpha-neuraminic acid, beta-D-galactose, N-acetyl-beta-D-glucosamine, beta-D-galactose, N-acetyl-beta-D-glucosamine, beta-D-galactose, and beta-D-glucose residues, linked sequentially (2->3), (1->4), (1->3), (1->4), (1->3), and (1->4), with alpha-L-fucosyl residues linked (1->3) to each of the N-acetyl-D-glucosamine residues. It is a member of N-acetylneuraminic acids and an amino nonasaccharide. C[C@H]1[C@H]([C@H]([C@@H]([C@@H](O1)O[C@@H]2[C@H]([C@@H](O[C@@H]([C@H]2O[C@H]3[C@@H]([C@H]([C@H]([C@H](O3)CO)O)O[C@H]4[C@@H]([C@H]([C@@H]([C@H](O4)CO)O[C@H]5[C@@H]([C@H]([C@H]([C@H](O5)CO)O)O[C@@]6(C[C@@H]([C@H]([C@@H](O6)[C@@H]([C@@H](CO)O)O)NC(=O)C)O)C(=O)O)O)O[C@H]7[C@H]([C@@H]([C@@H]([C@@H](O7)C)O)O)O)NC(=O)C)O)CO)O[C@H]8[C@H]([C@H](O[C@H]([C@@H]8O)O[C@@H]9[C@H](O[C@H]([C@@H]([C@H]9O)O)O)CO)CO)O)NC(=O)C)O)O)O